calcium orthophosphate salt P(=O)([O-])([O-])[O-].[Ca+2].P(=O)([O-])([O-])[O-].[Ca+2].[Ca+2]